C[C@@H]1CN(C[C@H]2N1CCNC2)C=2C=1N(C(=CC2)C#N)N=CC1 4-[(4R,9aS)-4-methyl-1,3,4,6,7,8,9,9a-octahydropyrazino[1,2-a]pyrazin-2-yl]pyrazolo[1,5-a]pyridine-7-carbonitrile